5-chloro-1-(2,2-difluoroethyl)-1H-pyrazole-4-carboxylic acid ethyl ester C(C)OC(=O)C=1C=NN(C1Cl)CC(F)F